N-(1-(6-Chloro-1-(3,4-difluoro-5-hydroxyphenyl)-1H-indazol-5-yl)azetidin-3-yl)benzene-sulfonamide ClC1=C(C=C2C=NN(C2=C1)C1=CC(=C(C(=C1)O)F)F)N1CC(C1)NS(=O)(=O)C1=CC=CC=C1